2,4-diethoxy-5-methoxyphenylpropylamine C(C)OC1=C(C=C(C(=C1)OCC)OC)CCCN